5-(N-(4-bromophenyl)sulfamoyl)-2-chloro-N-(2-nitrophenyl)benzamide BrC1=CC=C(C=C1)NS(=O)(=O)C=1C=CC(=C(C(=O)NC2=C(C=CC=C2)[N+](=O)[O-])C1)Cl